3-hydroxy-1-(3,5-dimethoxy-4-hydroxyphenyl)propane OCCCC1=CC(=C(C(=C1)OC)O)OC